platinum monoethanol C(C)O.[Pt]